COCC(C)S(=O)(=O)N 1-methoxypropane-2-sulfonamide